CC1(CCC(=CC1)C1=C(C=CC(=C1)C1CCN(CCC1)C)NC(=O)C1=NOC(=C1)C)C N-(4',4'-dimethyl-5-(1-methylazepan-4-yl)-2',3',4',5'-tetrahydro-[1,1'-biphenyl]-2-yl)-5-methylisoxazole-3-carboxamide